2-(((1r,3R,5'S,7a'R)-3'-oxo-5'-phenyltetrahydro-3'H-spiro[cyclobutane-1,2'-pyrrolo[2,1-b]oxazol]-3-yl)oxy)isonicotinonitrile O=C1N2[C@H](OC13CC(C3)OC=3C=C(C#N)C=CN3)CC[C@H]2C2=CC=CC=C2